C(#N)C(C(=O)NC=1N=CC2=C(N=C(C=C2C1)Cl)Cl)(C)C 2-cyano-N-(6,8-dichloro-2,7-naphthyridin-3-yl)-2-methyl-propionamide